The molecule is the conjugate base of 2-deoxy-D-gluconic acid; major species at pH 7.3. It is a conjugate base of a 2-deoxy-D-gluconic acid. C([C@H]([C@@H]([C@@H](CO)O)O)O)C(=O)[O-]